C(=O)(OC(C)(C)C)N(C(=N)N1N=CC=C1)C(=O)OC(C)(C)C N,N-Di-Boc-pyrazole-1-carboxamidine